FC=1C=C(C=C(C1F)F)C=1C(=CC=CC1)N 3',4',5'-trifluoro-biphenyl-2-amine